C(CCC)C1(N(S(C2=C(N(C1)C1=CC=CC=C1)C=C(C(=C2)O/C=C(/C(=O)OC)\C)SC)(=O)=O)CC2=CC=C(C=C2)OC)CCCC methyl (E)-3-((3,3-dibutyl-2-(4-methoxybenzyl)-7-(methylthio)-1,1-dioxido-5-phenyl-2,3,4,5-tetrahydro-1,2,5-benzothiadiazepin-8-yl)oxy)-2-methylacrylate